6-chloro-3-(1H-imidazol-1-yl)-5-methoxy-2-(5-(methoxymethyl)-4H-1,2,4-triazol-3-yl)-1-methyl-1H-indole-7-carbonitrile ClC1=C(C=C2C(=C(N(C2=C1C#N)C)C1=NN=C(N1)COC)N1C=NC=C1)OC